phenyl-azonaphthol C1(=CC=CC=C1)N=NC1=C(C2=CC=CC=C2C=C1)O